6-(3-Isopropyl-5-((1-(tetrahydro-2H-pyran-4-yl)pyrrolidin-2-yl)methyl)-1H-indol-2-yl)-8-methyl-[1,2,4]triazolo[1,5-a]pyridin C(C)(C)C1=C(NC2=CC=C(C=C12)CC1N(CCC1)C1CCOCC1)C=1C=C(C=2N(C1)N=CN2)C